CN([C@@H]([C@H](O)C)C(=O)O)C(=O)OC(C)(C)C methyl-(t-butoxycarbonyl)-L-threonine